C(C)(C)(C)[Si](C)(C)C(C)(C)C di-t-butyldimethylsilane